N-(3-trifluoromethylphenyl)-4-fluorobenzo[d]isothiazole-1,1-dioxide FC(C=1C=C(C=CC1)N1S(C2=C(C1)C(=CC=C2)F)(=O)=O)(F)F